C(#N)C(=C1C=C(OC(=C1)C=CC1=CC=C(C=C1)N(C)C)C)C#N 4-(dicyanomethylene)-2-methyl-6-[p-(dimethylamino)styryl]-4H-pyran